(2S)-2-[4-chloro-2-(2-chloro-4-ethylsulfonyl-phenoxy)phenoxy]propanoic acid ClC1=CC(=C(O[C@H](C(=O)O)C)C=C1)OC1=C(C=C(C=C1)S(=O)(=O)CC)Cl